CS(=O)(=O)\C=C/C1CNC1 (Z)-3-(2-(methylsulfonyl)vinyl)azetidine